FC1=CC=C(C(N)C(=O)O)C=C1 4-fluorophenylglycine